trifluoropropane CCC(F)(F)F